C(CCCCCCC)OC1=CC=C(C=C1)C=CC(=O)C1=CC=C(C=C1)N=CC1=C(C=C(C=C1)O)O 3-[4-(Octyloxy)phenyl]-1-[4-[(2,4-dihydroxybenzylidene)amino]phenyl]-2-propene-1-one